4-nitrophenyl ((1s,3s)-3-(2-(trifluoromethyl)-3H-imidazo[4,5-c]pyridin-3-yl)cyclobutyl) carbonate C(OC1=CC=C(C=C1)[N+](=O)[O-])(OC1CC(C1)N1C(=NC2=C1C=NC=C2)C(F)(F)F)=O